NC1=C2C(=NC=N1)N(N=C2C2=CC=C(C=C2)CNC(C2=C(C=CC(=C2)F)OC)=O)C2=CC(=C(C=C2)N2CCC(CC2)C(OC)OC)F N-[[4-[4-amino-1-[4-[4-(dimethoxymethyl)-1-piperidyl]-3-fluoro-phenyl]pyrazolo[3,4-d]pyrimidin-3-yl]phenyl]methyl]-5-fluoro-2-methoxy-benzamide